CC1=CC=C(C(=N1)C(=O)OC)C1=NC=CC=N1 methyl 6-methyl-3-(pyrimidin-2-yl)picolinate